(R)-4-(7-(difluoromethyl)pyrazolo[1,5-a]pyridin-2-yl)-5-(5-(trifluoromethyl)pyrimidin-2-yl)-4,5,6,7-tetrahydro-1H-imidazo[4,5-c]pyridine FC(C1=CC=CC=2N1N=C(C2)[C@@H]2N(CCC1=C2N=CN1)C1=NC=C(C=N1)C(F)(F)F)F